N1N=CC2=CC=C(C=C12)/C=C/C(=O)NC=1C=C(C=CC1)C (E)-3-(1H-indazol-6-yl)-N-(m-tolyl)acrylamide